FC1=CC=C(C=C1)C1=NC(=NO1)C(C(=O)N)(C)C 2-[5-(4-fluorophenyl)-1,2,4-oxadiazol-3-yl]-2-methylpropanamide